(R)-4-(1-aminoethyl)piperidine-1-carboxylic acid benzyl ester C(C1=CC=CC=C1)OC(=O)N1CCC(CC1)[C@@H](C)N